C(C)(C)(C)OC(N[C@](CO[Si](C)(C)C(C)(C)C)(C)C1=NC=CC(=C1)N)=O |r| rac-(2-(4-aminopyridin-2-yl)-1-((tert-butyldimethylsilyl)oxy)propan-2-yl)carbamic acid tert-butyl ester